5-(3-(1-methylcyclopentyloxycarbonyl)phenyl)-7-oxo-bicyclo[2.2.1]Hept-2-ene CC1(CCCC1)OC(=O)C=1C=C(C=CC1)C1C2C=CC(C1)C2=O